C(CCCCCCCC(N)=N)(N)=N nonanediimidamide